8-(4-fluoro-2,3-dihydro-1H-inden-5-yl)-9-(4-((1-(3-fluoropropyl)azetidin-3-ylidene)methyl)phenyl)-6,7-dihydro-5H-benzo[7]annulene-3-carboxylic acid FC1=C2CCCC2=CC=C1C=1CCCC2=C(C1C1=CC=C(C=C1)C=C1CN(C1)CCCF)C=CC(=C2)C(=O)O